3-({2-Chloro-4-fluoro-5-[3-methyl-2,6-dioxo-4-(trifluoromethyl)-3,6-dihydropyrimidin-1(2H)-yl]phenyl}sulfanyl)-2,2-dimethylpropanoic acid ClC1=C(C=C(C(=C1)F)N1C(N(C(=CC1=O)C(F)(F)F)C)=O)SCC(C(=O)O)(C)C